4-(3-(4-ethoxy-3-methoxyphenyl)-1,2,4-oxadiazol-5-yl)-N-(2-phenylcyclopropyl)piperidine-1-carboxamide C(C)OC1=C(C=C(C=C1)C1=NOC(=N1)C1CCN(CC1)C(=O)NC1C(C1)C1=CC=CC=C1)OC